BrC=1SC(=C(N1)CC)C(=O)OCC ethyl 2-bromo-4-ethylthiazole-5-carboxylate